NC=1C=C(C=C(C1)C(F)(F)F)[C@@H](C)NC=1C2=C(N=C(N1)N(C)C)C=NC(=C2)N2CCC(CC2)OC (R)-N4-(1-(3-amino-5-(trifluoromethyl)phenyl)ethyl)-6-(4-methoxypiperidin-1-yl)-N2,N2-dimethylpyrido[3,4-d]pyrimidine-2,4-diamine